1-((2R,3R,4S,5R)-4-((tert-butyldimethylsilyl)oxy)-3-hydroxy-5-(((2-sulfido-1,3,2-dithiaphospholan-2-yl)oxy)methyl)tetrahydrofuran-2-yl)pyrimidine-2,4(1H,3H)-dione [Si](C)(C)(C(C)(C)C)O[C@H]1[C@H]([C@@H](O[C@@H]1COP1(SCCS1)=S)N1C(NC(C=C1)=O)=O)O